C=1N=CN2C1C1=CC=CC=C1[C@H]2C2C(C(OC2)(C)C)O 4-((R)-5H-Imidazo[5,1-a]isoindol-5-yl)-2,2-dimethyltetrahydrofuran-3-ol